4-Chloro-7-((3aS,4R,6R,6aR)-2,2-dimethyl-6-(3-(pyridin-3-yl)phenyl)tetrahydro-4H-cyclopenta[d][1,3]dioxol-4-yl)-7H-pyrrolo[2,3-d]pyrimidine ClC=1C2=C(N=CN1)N(C=C2)[C@@H]2C[C@@H]([C@H]1OC(O[C@H]12)(C)C)C1=CC(=CC=C1)C=1C=NC=CC1